(9aS)-7-[2,6-difluoro-4-(2-phenylethynyl)phenyl]-2-(3-methoxypropyl)-9a-methyl-4,9-dihydro-3H-pyrazino[1,2-c]pyrimidine-1,6,8-trione FC1=C(C(=CC(=C1)C#CC1=CC=CC=C1)F)N1C(N2[C@@](CC1=O)(C(N(CC2)CCCOC)=O)C)=O